(S)-5-(3-bromo-2-(4-fluorophenethyl)-5-oxo-7,8,9,9a-tetrahydro-5H-pyrido[2,3-a]pyrrolizin-4-yl)-N-(3,4-difluorobenzyl)thiophene-2-carboxamide BrC1=C(C2=C([C@@H]3CCCN3C2=O)N=C1CCC1=CC=C(C=C1)F)C1=CC=C(S1)C(=O)NCC1=CC(=C(C=C1)F)F